5-(Benzo[d]thiazol-7-yl)-7-bromo-8-chloroimidazo[1,2-a]Quinoxaline-4(5H)-on S1C=NC2=C1C(=CC=C2)N2C(C=1N(C3=CC(=C(C=C23)Br)Cl)C=CN1)=O